C(C)(=O)C1=CC=C(C=C1)[C@@H]1OC2=C(CN(C1)O)C=CC=C2 (S)-4-acetyl-N-hydroxy-phenyl-2,3,4,5-tetrahydrobenzo[f][1,4]oxazepine